pyrrolidinone potassium salt [K].N1C(CCC1)=O